1-(2,2,2-trifluoroethyl)-4-piperidinol FC(CN1CCC(CC1)O)(F)F